(S)-1-[(S)-3-Methyl-1-({4-[2-(1-pyrrolidinyl)ethyl]-1-piperidyl}carbonyl)butyl]-3-isobutyl-2-piperazinone CC(C[C@@H](C(=O)N1CCC(CC1)CCN1CCCC1)N1C([C@@H](NCC1)CC(C)C)=O)C